C(C1=CC=CC=C1)OC1=CC(=CC2=C1C=CO2)CO (4-Benzyloxybenzofuran-6-yl)methanol